NC1=NC(N(C=C1)[C@H]1C[C@@H]([C@@](O1)(CCl)COP(=O)(OC1=CC=CC=C1)N[C@@H](C)C(=O)OC)O)=O methyl ((((2R,3S,5R)-5-(4-amino-2-oxopyrimidin-1(2H)-yl)-2-(chloromethyl)-3-hydroxytetrahydrofuran-2-yl) methoxy)(phenoxy)phosphoryl)-L-alaninate